ClC1=C(C(=O)NC2CC(C2)NC(=O)[C@H]2[C@H](CNCC2)O)C=CC(=C1)NC(=O)C=1N(C(=CN1)C1=C(C(=C(C=C1)OC)F)F)C (3R,4R)-N-[3-[[2-chloro-4-[[5-(2,3-difluoro-4-methoxy-phenyl)-1-methyl-imidazole-2-carbonyl]amino]benzoyl]amino]cyclobutyl]-3-hydroxy-piperidine-4-carboxamide